2-[1,1'-biphenyl]-4-yl-4-chloro-6-(phenyl-2,3,4,5,6-d5)-1,3,5-triazine C1(=CC=C(C=C1)C1=NC(=NC(=N1)Cl)C1=C(C(=C(C(=C1[2H])[2H])[2H])[2H])[2H])C1=CC=CC=C1